tert-butyl ((4-((3-ethyl-5-(1-methyl-1H-pyrazol-4-yl)phenyl)thio)thiazol-2-yl)methyl)carbamate C(C)C=1C=C(C=C(C1)C=1C=NN(C1)C)SC=1N=C(SC1)CNC(OC(C)(C)C)=O